FC1=CC(=C(C=C1)C1=CC(=CC=C1)C=1OC2=C(N1)C=C(C=C2)CNCC2(CCC2)O)C2=NN=CN2C 1-((((2-(4'-Fluoro-2'-(4-methyl-4H-1,2,4-triazol-3-yl)-[1,1'-biphenyl]-3-yl)benzo[d]oxazol-5-yl)methyl)amino)methyl)cyclobutan-1-ol